ClC1=CC(=C(COC2=CC=CC(=N2)C2CCN(CC2)CC2=NC3=C(N2CC2=CC=NO2)C=CC=C3)C=C1)F 2-[(4-{6-[(4-Chloro-2-fluorobenzyl)oxy]pyridin-2-yl}piperidin-1-yl)methyl]-1-(1,2-oxazol-5-ylmethyl)-1H-benzimidazol